2-bromo-3'-trifluoromethyl-4'-fluoroacetophenone BrCC(=O)C1=CC(=C(C=C1)F)C(F)(F)F